3-(2-chloro-10H-phenothiazin-10-yl)-N,N-dimethyl-1-propylamine ClC1=CC=2N(C3=CC=CC=C3SC2C=C1)CCCN(C)C